(5-(3,5-Difluorophenyl)-4,5-dihydro-1H-pyrazol-1-yl)(3-((4-fluoro-1H-pyrazolo[3,4-c]-pyridin-1-yl)methyl)bicyclo[1.1.1]pentan-1-yl)methanone FC=1C=C(C=C(C1)F)C1CC=NN1C(=O)C12CC(C1)(C2)CN2N=CC=1C2=CN=CC1F